CC1=C(C=CC(=C1)NC(=O)OC(C)(C)C)O 2-methyl-4-(Boc-amino)-phenol